N-2-vinylbenzyl-N,N-dimethylamine C(=C)C1=C(CN(C)C)C=CC=C1